vanadium tungsten molybdenum pentoxide [Mo](=O)(=O)(=O)(=O)=O.[W].[V]